Methyl 1-cyclopropyl-5,7-dihydroxy-3-methyl-1H-pyrazolo[4,3-b]pyridine-6-carboxylate C1(CC1)N1N=C(C2=NC(=C(C(=C21)O)C(=O)OC)O)C